4-(4-methoxyphenyl)butane-1,4-dione COC1=CC=C(C=C1)C(CCC=O)=O